difluoro-N-(2-((2-(piperazin-1-yl)ethyl)carbamoyl)phenyl)benzamide FC=1C(=C(C(=O)NC2=C(C=CC=C2)C(NCCN2CCNCC2)=O)C=CC1)F